8-(mercapto)adenine SC1=NC2=NC=NC(=C2N1)N